4-((4-bromo-7-methoxycinnolin-6-yl)oxy)tetrahydro-2H-thiopyran 1,1-dioxide BrC1=CN=NC2=CC(=C(C=C12)OC1CCS(CC1)(=O)=O)OC